6-(1-((5,6-dihydro-4H-pyrrolo[1,2-b]pyrazol-3-yl)sulfonyl)piperidin-4-yl)-[1,2,4]triazolo[1,5-a]pyridine N=1N2C(=C(C1)S(=O)(=O)N1CCC(CC1)C=1C=CC=3N(C1)N=CN3)CCC2